O1CCC2=C1C=CC(=C2)S(=O)(=O)N2C=C(C=C2C2=C(C=CC=C2)F)CN(C(OC(C)(C)C)=O)C tert-butyl N-{[1-(2,3-dihydro-1-benzofuran-5-sulfonyl)-5-(2-fluorophenyl)-1H-pyrrol-3-yl]methyl}-N-methylcarbamate